NCC=1OC2=C(C1)C=C(C=C2Cl)C2=CC=C(S2)C(C)(C)O 2-(5-(2-(aminomethyl)-7-chlorobenzofuran-5-yl)thiophen-2-yl)propan-2-ol